(2S)-2-(4-bromo-2-fluorophenoxy)-N-[1-(hydroxyimino)ethyl]propanamide BrC1=CC(=C(O[C@H](C(=O)NC(C)=NO)C)C=C1)F